4-(hydroxymethyl)-1-naphthonitrile OCC1=CC=C(C2=CC=CC=C12)C#N